tert-butyl-[(3-iodo-1H-indazol-4-yl)methoxy]-dimethyl-silane tert-butyl-3-((2-(p-tolyl)benzo[d]imidazo[2,1-b]thiazole-7-carboxamido)methyl)pyrrolidine-1-carboxylate C(C)(C)(C)OC(=O)N1CC(CC1)CNC(=O)C1=CC2=C(N3C(S2)=NC(=C3)C3=CC=C(C=C3)C)C=C1.C(C)(C)(C)[Si](C)(C)OCC1=C3C(=NNC3=CC=C1)I